2-hydroxy-3-(6-(oxazol-5-ylmethoxy)-3,4-dihydroisoquinolin-2(1H)-yl)propyl-6-(oxetan-3-ylamino)pyrimidine-4-carboxamide OC(CC1=NC(=CC(=N1)C(=O)N)NC1COC1)CN1CC2=CC=C(C=C2CC1)OCC1=CN=CO1